methyl 6-(bicyclo[2.2.1]heptan-2-ylcarbamoyl)-3-(9-((4-(((tert-butoxycarbonyl)amino)methyl)-2,6-dimethylphenyl)carbamoyl)-4,5-dihydrobenzo[b]thieno[2,3-d]oxepin-8-yl)picolinate C12C(CC(CC1)C2)NC(=O)C2=CC=C(C(=N2)C(=O)OC)C=2C(=CC1=C(OCCC3=C1SC=C3)C2)C(NC2=C(C=C(C=C2C)CNC(=O)OC(C)(C)C)C)=O